2-t-butyl-thioxanthone C(C)(C)(C)C1=CC=2C(C3=CC=CC=C3SC2C=C1)=O